C(C)(C)(C)C1=CC(=C(C(=C1)C1=CC=CC=C1)N)C1=CC=2C=CC3=CC=CC=C3C2C=C1 5-(tert-butyl)-3-(phenanthren-2-yl)-[1,1'-biphenyl]-2-amine